COC1=C(C=C2C=CN=C(C2=C1)OC[C@@H]1[C@H]2C[C@]2(C(N1)=O)C)C(=O)N 7-methoxy-1-{[(1s,2s,5r)-5-methyl-4-oxo-3-azabicyclo[3.1.0]hex-2-yl]methoxy}isoquinoline-6-carboxamide